2-tert-butoxycarbonylamino-3-methyl-3-hydroxybutyric acid C(C)(C)(C)OC(=O)NC(C(=O)O)C(C)(O)C